C1=C(C=CC=2OC3=C(C21)C=CC=C3)B(O)O (dibenzofuran-2-yl)boronic acid